1-(4-{3-[4-(trifluoromethyl)benzoyl]pyrazin-2-yl}piperazin-1-yl)prop-2-en-1-one FC(C1=CC=C(C(=O)C=2C(=NC=CN2)N2CCN(CC2)C(C=C)=O)C=C1)(F)F